4-(4-(benzo[d]thiazol-5-ylamino)quinolin-7-yl)-N-(2,2,2-trifluoroethyl)benzamide S1C=NC2=C1C=CC(=C2)NC2=CC=NC1=CC(=CC=C21)C2=CC=C(C(=O)NCC(F)(F)F)C=C2